4-(10-(7-chlorodibenzofuran-1-yl)anthracene-9-yl)-N,N-diphenylaniline ClC1=CC2=C(C3=C(O2)C=CC=C3C3=C2C=CC=CC2=C(C2=CC=CC=C32)C3=CC=C(N(C2=CC=CC=C2)C2=CC=CC=C2)C=C3)C=C1